(2-Hydroxyethyl) Thiol OCCS